BrC=1C=C2C(=CC(=NC2=CC1)OC)C1=CC(=CC=C1)O[Si](C(C)C)(C(C)C)C(C)C 6-bromo-2-methoxy-4-(3-((triisopropylsilyl)oxy)phenyl)-quinoline